4-(3-aminopropyl)morpholine NCCCN1CCOCC1